ClC=1C=C(CNC2=C3N=CNC3=NC=N2)C=C(C1)Cl 6-(3,5-dichlorobenzylamino)-9H-purin